FC1=CC=C(C=C1)C1=NC(=NC(=C1C#N)C(C)C)O 4-(4-fluorophenyl)-2-hydroxy-6-isopropyl-pyrimidine-5-carbonitrile